4-cyclooctenol C1(CCC=CCCC1)O